(2S)-N-(1,1-difluorospiro[2.5]octan-6-yl)-1-((R)-N,4-dimethylphenylsulfonimidoyl)-N-(4-methylbenzyl)pyrrolidine-2-carboxamide FC1(CC12CCC(CC2)N(C(=O)[C@H]2N(CCC2)[S@](=O)(=NC)C2=CC=C(C=C2)C)CC2=CC=C(C=C2)C)F